CC=1C=C2C(C=C(OC2=C(C1)C(C)NC1=C(C(=O)O)C=CC=C1)N1CCC(CC1)C)=O 2-((1-(6-methyl-2-(4-methylpiperidin-1-yl)-4-oxo-4H-chromen-8-yl)ethyl)amino)benzoic acid